[Si](OCC(C)(C)N)([O-])([O-])[O-] (2-amino-2-methylpropyl) orthosilicate